FC(CN1[C@@H](C2=CC=C3C(=C2C[C@H]1C)C=NN3)C3=C(C=C(C=C3)NC3CN(C3)CCCF)OC)(C)F N-(4-((6s,8r)-7-(2,2-difluoropropyl)-8-methyl-6,7,8,9-tetrahydro-3H-pyrazolo[4,3-f]isoquinolin-6-yl)-3-methoxyphenyl)-1-(3-fluoropropyl)azetidin-3-amine